CC1(SSC(SS1)(C)C)C tetramethyl-1,2,4,5-tetrathiane